N1C=NC2=C1C=C(C=C2)NC(=O)C2CCC(CC2)N2C(C1=CC=CC(=C1C2)C)=O (1s,4s)-N-(1H-benzo[d]imidazol-6-yl)-4-(4-methyl-1-oxoisoindolin-2-yl)cyclohexanecarboxamide